2-[3-(3,5-dichlorophenyl)ureido]-4-methoxybenzamide ClC=1C=C(C=C(C1)Cl)NC(NC1=C(C(=O)N)C=CC(=C1)OC)=O